NC1=NC=CC=C1C1=NC=2C(=NC(=CC2)C2=CC=CC=C2)N1C1=CC=C(CN2C[C@@H]3[C@H](C2)CN(C3)C(=O)C=3C=CC(=C(C=O)C3)O)C=C1 5-((3aR,6aS)-5-(4-(2-(2-Aminopyridin-3-yl)-5-phenyl-3H-imidazo[4,5-b]pyridin-3-yl)benzyl)octahydropyrrolo[3,4-c]pyrrole-2-carbonyl)-2-hydroxybenzaldehyde